C(C1=CC=CC=C1)C=1N=C2N(C(=NC=3C=C(C=CC23)C(=O)O)NC2=CC(=CC=C2)Cl)C1 2-benzyl-5-((3-chlorophenyl)amino)imidazo[1,2-c]quinazoline-8-carboxylic acid